(S)-tert-butyl ((3-((6-fluoropyrimidin-4-yl)amino)-8-oxo-9,10,11,12-tetrahydro-8H-[1,4]diazepino[5',6':4,5]thieno[3,2-f]quinolin-10-yl)methyl)carbamate FC1=CC(=NC=N1)NC1=NC=2C=CC3=C(C2C=C1)C1=C(S3)C(N[C@@H](CN1)CNC(OC(C)(C)C)=O)=O